C(C1=CC=CC=C1)OC(=O)N[C@H](C(=O)O)C (S)-2-(((benzyloxy)carbonyl)amino)propionic acid